(13S,14S,17S)-13-methyl-11,12,14,15,16,17-hexahydrocyclopenta[a]phenanthrene-3,17-diol C[C@@]12[C@H](CC[C@H]1C1=CC=C3C=C(C=CC3=C1CC2)O)O